2-[4-(1,1,2,2,2-pentafluoroethyl)-2-(pyrrolidin-3-yl)imidazo[1,2-a]1,8-naphthyridin-8-yl]-1,3,4-oxadiazole FC(C(F)(F)F)(F)C=1C=2C=CC=3N(C2N=C(C1)C1CNCC1)C=C(N3)C=3OC=NN3